t-butyl-3-(3,4-dimethylphenyl)-benzofuran-2(3H)-one C(C)(C)(C)C1(C(OC2=C1C=CC=C2)=O)C2=CC(=C(C=C2)C)C